2-(4-(4-acetamidophenyl)-1-oxoisoindolin-2-yl)-N-(1-(5-methyl-1,3,4-thiadiazol-2-yl)vinyl)acrylamide C(C)(=O)NC1=CC=C(C=C1)C1=C2CN(C(C2=CC=C1)=O)C(C(=O)NC(=C)C=1SC(=NN1)C)=C